2-[2-(5-chloro-thiophen-2-yl)-benzimidazol-1-yl]-2,N-dicyclohexyl-acetamide ClC1=CC=C(S1)C1=NC2=C(N1C(C(=O)NC1CCCCC1)C1CCCCC1)C=CC=C2